CC1([C@H](C1)C(=O)N1CC2(C1)CN(C[C@H]2COCC2=NC(=CC=C2)C2=CC=C(C=C2)C(F)(F)F)CC2=NC=CN=C2)C ((s)-2,2-dimethylcyclopropyl)((S)-6-(pyrazin-2-ylmethyl)-8-(((6-(4-(trifluoromethyl)phenyl)pyridin-2-yl)methoxy)methyl)-2,6-diazaspiro[3.4]octan-2-yl)methanone